C(C1=CC=CC=C1)N1C(=NC2=C1CN([C@@H](C2)C(=O)[O-])C(=O)[O-])C2=NNC1=CC(=CC=C21)C2=C(C=C(C=C2)OCC2=CC=CC=C2)CC (S)-3-benzyl-2-(6-(4-(benzyloxy)-2-ethylphenyl)-1H-indazol-3-yl)-3,4,6,7-tetrahydro-5H-imidazo[4,5-c]pyridine-5,6-dicarboxylate